4-[2-(6-{5-Azaspiro[2.4]heptan-5-ylmethyl}-1-oxo-3H-isoindol-2-yl)-6-cyclopropylpyridin-4-yl]-3-(4-methyl-1,2,4-triazol-3-yl)benzonitrile C1CC12CN(CC2)CC2=CC=C1CN(C(C1=C2)=O)C2=NC(=CC(=C2)C2=C(C=C(C#N)C=C2)C2=NN=CN2C)C2CC2